C(C(=C)C)(=O)OCCC[Si](C)(C)C gamma-methacryloyloxypropyl-trimethylsilane